1-(3-(3-Chloro-2-methylphenyl)-3-((1-((tetrahydro-2H-pyran-4-yl)oxy)isoquinolin-7-yl)amino)azetidin-1-yl)prop-2-en-1-one ClC=1C(=C(C=CC1)C1(CN(C1)C(C=C)=O)NC1=CC=C2C=CN=C(C2=C1)OC1CCOCC1)C